methyl 3-(4-(trifluoromethyl)pyrimidin-2-yl)bicyclo[1.1.1]pentane-1-carboxylate FC(C1=NC(=NC=C1)C12CC(C1)(C2)C(=O)OC)(F)F